3-((6-(3-methyl-1H-pyrazol-4-yl)-1-oxoisoquinolin-2(1H)-yl)methyl)-N-(3-sulfamoylphenyl)benzamide CC1=NNC=C1C=1C=C2C=CN(C(C2=CC1)=O)CC=1C=C(C(=O)NC2=CC(=CC=C2)S(N)(=O)=O)C=CC1